methyl 5,6,7,8-tetrahydro-[1,2,4]triazolo[1,5-a]pyridine-6-carboxylate N=1C=NN2C1CCC(C2)C(=O)OC